OCC1=CC=C(C=C1)CN1C(N(C=2C1=NC=CN2)C)=O 1-{[4-(hydroxymethyl)phenyl]methyl}-3-methyl-1,3-dihydro-2H-imidazo[4,5-b]pyrazin-2-one